(4-chlorobenzoyl)-4-(3-chlorophenyl)-3,4-dihydro-2(1H)-quinolinone ClC1=CC=C(C(=O)N2C(CC(C3=CC=CC=C23)C2=CC(=CC=C2)Cl)=O)C=C1